[Cl-].[Cl-].C1(=CC=CC=2C3=CC=CC=C3CC12)[Zr+2](C1C=C(C=C1)CCC)[SiH](C)C fluorenyl-(dimethylsilyl)3-propylcyclopentadienyl-zirconium dichloride